OC[C@@H](CO[C@H]1C(N(CC1)C1CCN(CC1)C1=NC=C(C=N1)C(F)(F)F)=O)NC1=C(C(N(N=C1)CC1=CC=C(C=C1)OC)=O)C(F)(F)F 5-(((S)-1-hydroxy-3-(((R)-2-oxo-1-(1-(5-(trifluoromethyl)pyrimidin-2-yl)piperidin-4-yl)pyrrolidin-3-yl)oxy)propan-2-yl)amino)-2-(4-methoxybenzyl)-4-(trifluoromethyl)pyridazin-3(2H)-one